CC1=C(C(=C(C1([Hf]C=1C(C2=CC=CC=C2C1)CC1=CC=CC=C1)C)C)C)C pentamethylcyclopentadienyl(1-benzylindenyl)hafnium